ClC1=CC=C(C(=O)NC2=C(C3=CC=CC=C3C=C2)C2=C(C=CC=C2)O)C=C1 (R)-4-chloro-N-(1-(2-hydroxyphenyl)naphthalen-2-yl)benzamide